C(N)(=O)C1=CC(=C2C=NN(C2=C1)C)C1=NC(=NN1)C1=CC(=NN1CCC(=O)O)C(F)(F)F 3-{5-[5-(6-carbamoyl-1-methyl-1H-indazol-4-yl)-1H-1,2,4-triazol-3-yl]-3-(trifluoromethyl)-1H-pyrazol-1-yl}propanoic acid